4-bromo-2-trifluoromethoxy-N-(2-methyl-3,5-bis(trifluoromethyl)phenyl)-benzenesulfonamide BrC1=CC(=C(C=C1)S(=O)(=O)NC1=C(C(=CC(=C1)C(F)(F)F)C(F)(F)F)C)OC(F)(F)F